N-Cyclopropyl-3,4-difluoro-2-(2-fluoro-4-iodoanilino)-5-[[3-fluoro-2-(methylsulfamoylamino)pyridin-4-yl]methyl]benzamide C1(CC1)NC(C1=C(C(=C(C(=C1)CC1=C(C(=NC=C1)NS(NC)(=O)=O)F)F)F)NC1=C(C=C(C=C1)I)F)=O